O=C1N(C(C=C1)=O)CCCCCC(=O)NC=1C=CC(=C(C1)S(=O)(=O)O)C(=O)NN 5-(6-(2,5-dioxo-2,5-dihydro-1H-pyrrol-1-yl)hexanamido)-2-(hydrazino-carbonyl)benzenesulfonic acid